(R)-N-(1-(2,4-dichlorophenyl)ethyl)-5-(3-(4-methylpiperazin-1-yl)azetidin-1-yl)-[1,2,4]triazolo[1,5-a]pyrimidin-7-amine ClC1=C(C=CC(=C1)Cl)[C@@H](C)NC1=CC(=NC=2N1N=CN2)N2CC(C2)N2CCN(CC2)C